NC=1C(=NC(=NC1)N[C@H]1[C@@H](COCC1)C)NC1CCC(CC1)(C(=O)OCC)C ethyl (1S,4s)-4-((5-amino-2-(((3S,4R)-3-methyltetrahydro-2H-pyran-4-yl)amino)pyrimidin-4-yl)amino)-1-methylcyclohexane-1-carboxylate